methyl 2-fluoro-4-(3-(6-fluoro-1H-indol-3-yl)pyrrolidin-1-yl)butanoate FC(C(=O)OC)CCN1CC(CC1)C1=CNC2=CC(=CC=C12)F